C1(CCCCCCC1)CS cyclooctylmethyl mercaptan